ClC=1C(=NC=C(C1)[N+](=O)[O-])N1N=CC(=N1)C(=O)OC methyl 2-(3-chloro-5-nitropyridin-2-yl)-2H-1,2,3-triazole-4-carboxylate